N-(3-((4-fluorophenyl)sulfonylamino)-4-hydroxyphenyl)-2'-nitro[1,1'-biphenyl]-4-carboxamide FC1=CC=C(C=C1)S(=O)(=O)NC=1C=C(C=CC1O)NC(=O)C1=CC=C(C=C1)C1=C(C=CC=C1)[N+](=O)[O-]